9-(1-acryloyl-3-azetidinyl)-6-amino-7-(4-phenoxyphenyl)-7,9-dihydro-8H-purin-8-one C(C=C)(=O)N1CC(C1)N1C2=NC=NC(=C2N(C1=O)C1=CC=C(C=C1)OC1=CC=CC=C1)N